tert-butyl (R)-3-morpholino-1-oxa-8-azaspiro[4.5]decane-8-carboxylate O1CCN(CC1)[C@H]1COC2(C1)CCN(CC2)C(=O)OC(C)(C)C